C(C)(C)(C)OC(=O)N1C2CN(CC1CC2)CCOC2=C(C=C(C=C2)N2C1(CCC1)C(N(C2=S)C=2C=NC(=C(C2)C(F)(F)F)C#N)=O)CC 3-[2-[4-[7-[6-cyano-5-(trifluoromethyl)-3-pyridinyl]-8-oxo-6-thioxo-5,7-diazaspiro[3.4]oct-5-yl]-2-ethyl-phenoxy]ethyl]-3,8-diazabicyclo[3.2.1]octane-8-carboxylic acid tert-butyl ester